8-((5-chloro-6-fluoro-1H-indazol-4-yl)methyl)-2-((2-methyl-1,2,3,4-tetrahydroisoquinolin-5-yl)oxy)-4-(piperazin-1-yl)-5,6,7,8-tetrahydropyrido[2,3-d]pyrimidine ClC=1C(=C2C=NNC2=CC1F)CN1CCCC2=C1N=C(N=C2N2CCNCC2)OC2=C1CCN(CC1=CC=C2)C